BrC=1C=C2CCOCC2=CC1 (S)-6-bromoisochroman